5-(2,3-difluorophenethyl)-2-(furan-2-yl)pyrazolo[1,5-a]pyrimidin-7-ol FC1=C(CCC2=NC=3N(C(=C2)O)N=C(C3)C=3OC=CC3)C=CC=C1F